O1C(COCC1)C1CCCCC1 1,4-dioxanyl-Cyclohexane